3-(6-(benzyloxy)pyridin-2-yl)glutaric acid C(C1=CC=CC=C1)OC1=CC=CC(=N1)C(CC(=O)O)CC(=O)O